3-(naphthalen-1-yl)-1H-pyrazole C1(=CC=CC2=CC=CC=C12)C1=NNC=C1